(S)-3-(4-(7-chloro-3-methyl-2-oxo-2,3-dihydro-1H-benzo[d]imidazol-1-yl)phenyl)-2-(2,6-dichloro-4-morpholinylbenzoylamino)propionic acid ClC1=CC=CC2=C1N(C(N2C)=O)C2=CC=C(C=C2)C[C@@H](C(=O)O)NC(C2=C(C=C(C=C2Cl)N2CCOCC2)Cl)=O